NC=1C2=C(N=CN1)N(C(=C2C(=O)NC2=CC=C(C=C2)COC)C#CCN(C)C)C2(CC2)C 4-amino-6-(3-(dimethylamino)prop-1-yn-1-yl)-N-(4-(methoxymethyl)phenyl)-7-(1-methylcyclopropyl)-7H-pyrrolo[2,3-d]pyrimidine-5-carboxamide